(1S,3S)-3-((2-methyl-6-(3-methyl-4-(((methyl(pentan-3-yl)carbamoyl)oxy)methyl)isoxazol-5-yl)pyridin-3-yl)oxy)cyclohexane-1-carboxylic acid CC1=NC(=CC=C1O[C@@H]1C[C@H](CCC1)C(=O)O)C1=C(C(=NO1)C)COC(N(C(CC)CC)C)=O